5-(((3S,5R)-5-hydroxytetrahydro-2H-pyran-3-yl)amino)-3-methyl-8-(4-(trifluoromethyl)phenyl)pyrido[4,3-d]pyrimidin-4(3H)-one O[C@@H]1C[C@@H](COC1)NC1=NC=C(C=2N=CN(C(C21)=O)C)C2=CC=C(C=C2)C(F)(F)F